(3S)-1,1-di(tert-butyldimethylsilyloxy)methyl-tetrahydro-beta-carboline-3-carboxylic acid [Si](C)(C)(C(C)(C)C)OCC1(N[C@@H](CC2C3=CC=CC=C3N=C12)C(=O)O)CO[Si](C)(C)C(C)(C)C